(2S,3R,4R,5R)-4-[[3-(4-fluoro-2-hydroxy-phenyl)-4,5-dimethyl-5-(trifluoromethyl)tetrahydrofuran-2-carbonyl]amino]pyridine-2-carboxamide FC1=CC(=C(C=C1)[C@@H]1[C@H](O[C@]([C@@H]1C)(C(F)(F)F)C)C(=O)NC1=CC(=NC=C1)C(=O)N)O